CC1=CC(=NN1C1=CC=C(C=C1)OC(F)(F)F)N1CCN(CC1)CCN1CC(NCC1)=O 4-[2-[4-[5-methyl-1-[4-(trifluoromethoxy)phenyl]pyrazol-3-yl]piperazin-1-yl]ethyl]piperazin-2-one